CC1=NC2=CC=C(C=C2C=C1C=1C=NN(C1)C)C(=O)N1CCOCC1 (2-methyl-3-(1-methyl-1H-pyrazol-4-yl)quinolin-6-yl)(morpholino)methanone